FC(C1=NC=C(C(=C1)C1=CC(=NC=C1C(=O)NC1=NC(=NS1)N1CC2N(C(C1)C2)C)N2C(C(=CC=C2)F)=O)OC)F 2''-(Difluoromethyl)-3-fluoro-5''-methoxy-N-(3-(6-methyl-3,6-diazabicyclo[3.1.1]heptane-3-yl)-1,2,4-thiadiazol-5-yl)-2-oxo-2H-[1,2':4',4''-terpyridine]-5'-carboxamide